(3S)-3-(5-chloro-4,4'-difluoro-2',6'-dimethylbiphenyl-3-yl)-3-(2-(5-(2-(3-fluoroazetidin-1-yl)ethyl)-4-methyl-2-oxopyridin-1(2H)-yl)-4-methylpentanamido)propanoic acid ClC=1C(=C(C=C(C1)C1=C(C=C(C=C1C)F)C)[C@H](CC(=O)O)NC(C(CC(C)C)N1C(C=C(C(=C1)CCN1CC(C1)F)C)=O)=O)F